C(C1=CC=CC=C1)OC1CC(C1)OC1=CC(=NC=C1)Cl 4-(3-(benzyloxy)cyclobutoxy)-2-chloropyridine